COC1=C(C=CC=C1)CNC1=CC=CC(=N1)S(=O)(=O)NC(=O)C=1C(=NC=CC1)N1C(CC(C1)C)(C)C N-[[6-[(2-Methoxyphenyl)methylamino]-2-pyridyl]sulfonyl]-2-(2,2,4-trimethylpyrrolidin-1-yl)pyridin-3-carboxamid